P(O)(=O)(OP(=O)(O)OP(=O)(O)O)OC[C@@H]1[C@H]([C@H]([C@@H](O1)N1C(=O)NC(=S)C=C1)O)O 4-thiouridine-5'-triphosphate